C(CCCCCCCCCCC)(=O)OCCCCCCCCCCCCCCCCCCCCCCCCC pentacosanol laurate